ClC1=CC=C(CNC(=O)NC2=CC=C(C=C2)CCO)C=C1 1-(4-chlorobenzyl)-3-(4-(2-hydroxyethyl)phenyl)urea